ClC1=NC=C(C(=C1)C1=C(C=NC(=C1)C)C(=O)NC=1SC=2C(=NC=C(N2)[C@H]2C[C@@H](CC2)CO)N1)OC |o1:25,&1:27| 2'-chloro-N-(6-((1R or S,3R and S)-3-(hydroxymethyl)cyclopentyl)thiazolo[4,5-b]pyrazin-2-yl)-5'-methoxy-6-methyl-[4,4'-bipyridine]-3-carboxamide